1,2,4-oxadiazole-5-carboxylic acid ethyl ester C(C)OC(=O)C1=NC=NO1